3-[7-(aminocarbonyl)-2H-indazol-2-yl]-1-cyclohexylpiperidinium trifluoroacetate FC(C(=O)[O-])(F)F.NC(=O)C1=CC=CC2=CN(N=C12)C1C[NH+](CCC1)C1CCCCC1